ClC=1C=C(C=CC1C(C)C)NCC(CCC)C N-(3-chloro-4-isopropylphenyl)-2-methylpentanamine